NC1=CC=C(C(=C1C(=O)N(C)C)F)C=1C(=C2C(=NC1)NC[C@]21C[C@H](CC1)C1=NC=NN1)Cl 6-Amino-3-((1R,3S)-4'-chloro-3-(1H-1,2,4-triazol-5-yl)-1',2'-dihydrospiro[cyclopentane-1,3'-pyrrolo[2,3-b]pyridin]-5'-yl)-2-fluoro-N,N-dimethylbenzamide